4-fluoro-1,2-epoxycyclohexane FC1CC2C(CC1)O2